1-methyl-heptadecenol CC(=CCCCCCCCCCCCCCCC)O